[OH-].COC1=C(C=C(C(=C1)[N+](=O)[O-])S(=O)(=O)O)[N+]=1NN=NC1C(=O)NC1=CC=CC=C1 (2-methoxy-4-nitro-5-sulfophenyl)-5-[(phenylamino)carbonyl]-2H-tetrazolium hydroxide